2-[(4aS,5aR)-5,5-difluoro-5a-methyl-1-(oxan-2-yl)-1H,4H,4aH,5H,5aH,6H-cyclopropa[f]indazol-3-yl]-5-fluoro-1H-indole-6-carboxylic acid FC1([C@H]2CC=3C(=NN(C3C[C@]21C)C2OCCCC2)C=2NC1=CC(=C(C=C1C2)F)C(=O)O)F